OC(C(=O)NC(CO)C(CCCCCCCCCCCCCCC)O)CCCCCCCCCCCCCC 2-(2-hydroxyhexadecanoyl)aminooctadecane-1,3-diol